ClC(=O)C=1C=C2C(C(=O)OC2=O)=CC1 4-chloroformyl-phthalic anhydride